bis(cyclopentadienyl)-bis(2,6-difluoro-3-pyridinyl-phenyl)titanium C1(C=CC=C1)[Ti](C1=C(C(=CC=C1F)C1=NC=CC=C1)F)(C1=C(C(=CC=C1F)C1=NC=CC=C1)F)C1C=CC=C1